(2S)-1-[[6-(difluoromethoxy)-2-[2-methyl-3-[5-(pyrrolidin-1-ylmethyl)-7-(trifluoromethyl)-1,3-benzoxazol-2-yl]phenyl]-1,3-benzoxazol-5-yl]methyl]pyrrolidine-2-carboxylic acid FC(OC1=CC2=C(N=C(O2)C2=C(C(=CC=C2)C=2OC3=C(N2)C=C(C=C3C(F)(F)F)CN3CCCC3)C)C=C1CN1[C@@H](CCC1)C(=O)O)F